1-octylnonyl 8-{[4-(N-tert-butoxycarbonyl-N-methylamino)butyl]{2-[(tert-butyl)bis(methyl)siloxy]-5-(undecyloxycarbonyl)pentyl}amino}-7-[(tert-butyl)bis(methyl)siloxy]octanoate C(C)(C)(C)OC(=O)N(C)CCCCN(CC(CCCCCC(=O)OC(CCCCCCCC)CCCCCCCC)O[Si](C)(C)C(C)(C)C)CC(CCCC(=O)OCCCCCCCCCCC)O[Si](C)(C)C(C)(C)C